6-chloro-3-(3-hydroxycyclohexyl)-8-iodopyrido[3,4-d]pyrimidin-4(3H)-one ClC1=CC2=C(N=CN(C2=O)C2CC(CCC2)O)C(=N1)I